OC[C@@]1(N2CCC(C1=O)(CC2)C)COC (R)-2-(hydroxymethyl)-2-(methoxymethyl)-4-methyl-quinuclidin-3-one